5-(1-aminoisoquinolin-5-yl)-3-(2-(2-ethoxy-2-oxoethyl)phenoxy)-2,3-dihydrospiro[indene-1,4'-piperidine] NC1=NC=CC2=C(C=CC=C12)C=1C=C2C(CC3(CCNCC3)C2=CC1)OC1=C(C=CC=C1)CC(=O)OCC